COCCC1=CC=CC(=N1)C(=O)OCC ethyl 6-(2-methoxyethyl)pyridine-2-carboxylate